alpha-(menthanecarbonyl)glycine ethyl ester C(C)OC(C(N)C(=O)C1CC(CCC1C(C)C)C)=O